ClC=1C=C(C=C(C1)C(F)(F)F)C(CC(=O)O)CCCCCCC1=NC=2NCCCC2C=C1 3-(3-chloro-5-(trifluoromethyl)phenyl)-9-(5,6,7,8-tetrahydro-1,8-naphthyridin-2-yl)nonanoic acid